C(C=C)(=O)N1CC(CC1)C=1C=C(C=C2C=NC=NC12)C1=C(C=C(C(=O)NC2=NC=CC(=C2)C(F)(F)F)C=C1)F 4-(8-(1-propenoylpyrrolidin-3-yl)quinazolin-6-yl)-3-fluoro-N-(4-(trifluoromethyl)pyridin-2-yl)benzamide